N-[4-(4-carbamimidoyl-piperazin-1-yl)-phenyl]-4-(1-carbamimidoyl-1,2,3,6-tetrahydro-pyridin-4-yl)benzamide C(N)(=N)N1CCN(CC1)C1=CC=C(C=C1)NC(C1=CC=C(C=C1)C=1CCN(CC1)C(N)=N)=O